C(C)(C)C1=C2C=C(N=CC2=C(C=C1)N1[C@@H]([C@H](C1)CS(=O)(=O)C)C)NC1=NC(=NC=C1)[C@H]1CO[C@@H](C1)C(F)(F)F 5-isopropyl-8-((2r,3s)-2-methyl-3-((methanesulfonyl)methyl)azetidin-1-yl)-N-(2-((3s,5s)-5-(trifluoromethyl)tetrahydrofuran-3-yl)pyrimidin-4-yl)isoquinolin-3-amine